6,7-dimethoxy-2-methyl-N-[1-{5-[4-(morpholin-4-yl)phenyl]thiophen-2-yl}-ethyl]quinazolin-4-amine COC=1C=C2C(=NC(=NC2=CC1OC)C)NC(C)C=1SC(=CC1)C1=CC=C(C=C1)N1CCOCC1